C(C(O)CO)CCCCCCCC\C=C/CCCCCCCC(=O)O.C(CCCCCCC\C=C/CCCCCCCC)(=O)OCC(O)CO glyceryl monooleate (Glyceryl monooleate)